C=1N=CN2C1C1=CC=CC=C1C2C2C(C(OC2)(C)C)=O 4-(5H-imidazo[5,1-a]isoindol-5-yl)-2,2-dimethyldihydrofuran-3(2H)-one